(4R,5S,6R)-3-((3S,5S)-5-(4-Aminopiperidine-1-carbonyl)pyrrolidin-3-ylthio)-4-methyl-6-((R)-1-(2-(methylamino)acetamido)ethyl)-7-oxo-1-azabicyclo[3.2.0]hept-2-ene-2-carboxylic acid NC1CCN(CC1)C(=O)[C@@H]1C[C@@H](CN1)SC1=C(N2C([C@@H]([C@H]2[C@H]1C)[C@@H](C)NC(CNC)=O)=O)C(=O)O